methyl-dimethoxy(but-2-en-2-yloxy)silane C[Si](OC(C)=CC)(OC)OC